3-(2-(but-2-ynoyl)-2,6-diazaspiro[3.4]octan-6-yl)-5-(1,6-dimethyl-1H-indazol-7-yl)isonicotinonitrile C(C#CC)(=O)N1CC2(C1)CN(CC2)C2=C(C#N)C(=CN=C2)C=2C(=CC=C1C=NN(C21)C)C